FC1(CCC(N(C1)C(=O)C1=NC(=CC=C1C)NC1=NC=CC(=C1)OC(F)(F)F)C(=O)N1CCCC1)F (5,5-Difluoro-1-(3-methyl-6-((4-(trifluoromethoxy)pyridin-2-yl)amino)pyridine-2-carbonyl)piperidine-2-yl)(pyrrolidin-1-yl)methanone